C(C)(C)(C)N(C(O)=O)CC1=CC(=C(C=C1)N)OCCCC.CC=1OC(=C(N1)C=O)C (2,5-dimethyl-1,3-oxazol-4-yl)methanone tert-butyl-(4-amino-3-butoxybenzyl)carbamate